C(C)(C)(C)OC(=O)N[C@@H](C)C(=O)OC(C)(C)C1=CC(=C(C(=O)O)C=C1)F |r| rac-4-(2-(((tert-butoxycarbonyl)-alanyl)oxy)propan-2-yl)-2-fluorobenzoic acid